ClC1=C(C(=O)Cl)C=CC(=C1)S(=O)(=O)C 2-chloro-4-(methylsulfonyl)benzoyl chloride